6-(p-bromophenylamino)-2-ethyl-1-[6-(4-piperidyloxy)-2-pyridyl]-1,2-dihydro-3H-1,2,5,7-tetraazainden-3-one BrC1=CC=C(C=C1)NC1=NC=C2C(N(N(C2=N1)C1=NC(=CC=C1)OC1CCNCC1)CC)=O